N-{2-[(4R)-3,3-difluoro-4-methoxy-piperidin-1-yl]pyrimidin-4-yl}-8-[3-(methanesulfonyl-methyl)azetidin-1-yl]-5-(propan-2-yl)isoquinolin-3-amine FC1(CN(CC[C@H]1OC)C1=NC=CC(=N1)NC=1N=CC2=C(C=CC(=C2C1)C(C)C)N1CC(C1)CS(=O)(=O)C)F